P(=O)(OCC)([O-])[O-] ethyl phosphate